(S)-1-((3-butoxyadamantan-1-yl)glycyl)-4-methylenepyrrolidine-2-carbonitrile C(CCC)OC12CC3(CC(CC(C1)C3)C2)NCC(=O)N2[C@@H](CC(C2)=C)C#N